OC1=CC=C(C=C1)CCC(=O)[O-] 3-(4-hydroxyphenyl)propanoate